N-hydroxy-3-((6-(2-(hydroxymethyl)phenyl)-5-(trifluoromethyl)-1H-benzo[d]imidazol-2-yl)amino)benzamide ONC(C1=CC(=CC=C1)NC1=NC2=C(N1)C=C(C(=C2)C(F)(F)F)C2=C(C=CC=C2)CO)=O